4-((5-(2-(4-Fluorophenyl)pyridin-4-yl)-2-methylphenyl)sulfonyl)morpholine FC1=CC=C(C=C1)C1=NC=CC(=C1)C=1C=CC(=C(C1)S(=O)(=O)N1CCOCC1)C